C(C1=CC=CC=C1)N1CCC(CC1)CN1CCN(CC1)C1CC2=C(N(N=C2CC1)C1=NC=CC=C1)O 5-(4-((1-Benzylpiperidin-4-yl)methyl)piperazin-1-yl)-2-(pyridin-2-yl)-4,5,6,7-tetrahydro-2H-indazol-3-ol